N1(C=NC=C1)C1=CC(=CC(=N1)C(=O)NC1CCC(CC1)OCCOC)OC 6-(1H-imidazol-1-yl)-4-methoxy-N-((1r,4r)-4-(2-methoxyethoxy)cyclohexyl)picolinamide